trifluoroethyldodecafluorohexyl ether FC(CC(C(C(C(C(F)(F)OC(C(C(C(C(C(F)(F)F)(CC(F)(F)F)F)(F)F)(F)F)(F)F)(F)F)(F)F)(F)F)(F)F)(C(F)(F)F)F)(F)F